C(C)ON1C(C=CC(=C1)OC)[C@@H](CS(=O)(=O)C)N1C(NC2=C1C=CC(=C2)C(=O)OCC(F)(F)F)=O (S)-2,2,2-trifluoroethyl 1-(1-(1-ethoxy-5-methoxypyridin-2-yl)-2-(methylsulfonyl)ethyl)-2-oxo-2,3-dihydro-1H-benzo[d]imidazole-5-carboxylate